2-(4-(((3aR,5R,6aS)-2-((S)-2-hydroxypropanoyl)octahydrocyclopenta[c]pyrrol-5-yl)amino)-1H-pyrrolo[2,3-b]pyridin-5-yl)-thiazole-5-carboxamide O[C@H](C(=O)N1C[C@@H]2[C@H](C1)CC(C2)NC2=C1C(=NC=C2C=2SC(=CN2)C(=O)N)NC=C1)C